CC1=C2C=C(N(C2=CC=C1CN1CCC2(CN(C2)C2=NC=NC3=CC=C(C=C23)CC(F)(F)F)CC1)CC(C)N1CCN(CC1)S(=O)(=O)C)C#N 4-Methyl-1-{2-[4-(methylsulfonyl)piperazin-1-yl]propyl}-5-({2-[6-(2,2,2-trifluoroethyl)quinazolin-4-yl]-2,7-diazaspiro[3.5]non-7-yl}methyl)-1H-indole-2-carbonitrile